4-chloro-3-(methylsulfonyl)aniline ClC1=C(C=C(N)C=C1)S(=O)(=O)C